FC=1C(=CC(=C(C#N)C1)OC1=C(C=CC=C1)C)N1C(NC(=CC1=O)S(=O)(=O)C)=O 5-Fluoro-4-[4-(methanesulfonyl)-2,6-dioxo-3,6-dihydropyrimidin-1(2H)-yl]-2-(2-methylphenoxy)benzonitrile